CN1CCN(CC1)CCCCCNC(C)C 5-(4-methylpiperazin-1-yl)pentyl-isopropylamine